1,3-bis(2,4-dimaleimidophenoxy)benzene C1(C=CC(N1C1=C(OC2=CC(=CC=C2)OC2=C(C=C(C=C2)N2C(C=CC2=O)=O)N2C(C=CC2=O)=O)C=CC(=C1)N1C(C=CC1=O)=O)=O)=O